ethyl (Z)-3-((3-butyl-5-(4,4-difluorocyclohexyl)-2-methyl-7-(methylthio)-1,1-dioxido-2,3,4,5-tetrahydrobenzo[f][1,2,5]thiadiazepin-8-yl)oxy)-2-fluoroacrylate C(CCC)C1N(S(C2=C(N(C1)C1CCC(CC1)(F)F)C=C(C(=C2)O\C=C(\C(=O)OCC)/F)SC)(=O)=O)C